C(C1=CC=CC=C1)OC1=C(C(=CC(=C1)Cl)O)C(=O)N1CC2=CC=CC(=C2C1)N[C@@H]1COCC1 (S)-(2-(Benzyloxy)-4-chloro-6-hydroxyphenyl)(4-((tetrahydrofuran-3-yl)amino)isoindolin-2-yl)methanone